N1=C2C(=CC=C1)OC1=C([C@@H](C2)CN)C=CC=C1 |o1:9| (R*)-(10,11-dihydrobenzo[6,7]oxepino[3,2-b]pyridin-10-yl)methanamine